O1C(COC2=C1C=CC=C2)CN2CC(CCC2)C2=C(C=CC=C2)O 2-[1-(2,3-Dihydrobenzo[1,4]dioxin-2-ylmethyl)piperidin-3-yl]phenol